1-(3-((2,6-dioxopiperidin-3-yl)oxy)phenyl)piperidine-4-carbaldehyde O=C1NC(CCC1OC=1C=C(C=CC1)N1CCC(CC1)C=O)=O